NC1=NC=2C=C(C(=CC2C2=C1C=NN2C)C(=O)N(N(C)C(=O)C21CC(C2)C1)CC=1N=NC(=CC1)C(F)(F)F)F 4-amino-N'-(bicyclo[1.1.1]pentane-1-carbonyl)-7-fluoro-N',1-dimethyl-N-((6-(trifluoromethyl)pyridazin-3-yl)methyl)-1H-pyrazolo[4,3-c]quinoline-8-carbohydrazide